N1N=CC2=C(C=CC=C12)CN1N=CC2=C(C1=O)N(C1=C2SC(=N1)C=C)C 6-((1H-indazol-4-yl)methyl)-4-methyl-2-vinyl-4,6-dihydro-5H-thiazolo[5',4':4,5]pyrrolo[2,3-d]pyridazin-5-one